propyltris(tri-methylsiloxy)silan C(CC)[Si](O[Si](C)(C)C)(O[Si](C)(C)C)O[Si](C)(C)C